C(C)(C)C=1C(=NNC1C=1C=C(C=2N(C1)N=CN2)OC)C=2SC(=CN2)N2[C@@H](CN(CC2)CC#N)C (R)-2-(4-(2-(4-isopropyl-5-(8-methoxy-[1,2,4]triazolo[1,5-a]pyridin-6-yl)-1H-pyrazol-3-yl)thiazol-5-yl)-3-methylpiperazin-1-yl)acetonitrile